NCCCNC(C1=C(C=C(C=C1F)NC=1C=2N(C=CN1)C(=CN2)C2=C(C(=C(C=C2)OC)F)F)F)=O N-(3-aminopropyl)-4-((3-(2,3-difluoro-4-methoxyphenyl)imidazo[1,2-a]pyrazin-8-yl)amino)-2,6-difluorobenzamide